C(C)(C)N1CCC(CC1)N1CCC(CC1)C=1C=C2C(=C(NC2=CC1)C1=NC=CC2=C1N=CN2)C 4-(5-(1'-isopropyl-[1,4'-bipiperidin]-4-yl)-3-methyl-1H-indol-2-yl)-1H-imidazo[4,5-c]pyridine